F[C@@H]1C[C@@]2(CCCN2C1)COC=1N=C(C2=C(N1)C(=C(N=C2)C2=CC(=CC1=CC=C(C(=C21)C#C)F)O)F)N2CCC1(CC(C1)O)CC2 7-(2-{[(2R,7aS)-2-fluoro-hexahydro-1H-pyrrolizin-7a-yl]methoxy}-7-(8-ethynyl-7-fluoro-3-hydroxynaphthalen-1-yl)-8-fluoropyrido[4,3-d]pyrimidin-4-yl)-7-azaspiro[3.5]nonan-2-ol